FC1=CC=C(C=C1)C1(CCC1)C(/C=C/[C@H]1[C@@H](C[C@H]2[C@@H]1CCC1=C(O2)C(=C(C=C1)C(=O)O)C)O)O (1R,2R,3aS,10aR)-1-{(1E,3ξ)-3-[1-(4-fluorophenyl)cyclobutyl]-3-hydroxy-1-propen-1-yl}-2-hydroxy-5-methyl-2,3,3a,9,10,10a-hexahydro-1H-benzo[b]cyclopenta[f]oxepin-6-carboxylic acid